FC=1C=C(C=CC1)S(=O)(=O)[O-] 3-fluorobenzenesulfonate